CS(=O)(=O)OC(C)C=1C=C(C=C2C(N3C(=NC12)N(CC3)CC)=O)C 1-(1-ethyl-7-methyl-5-oxo-1,2,3,5-tetrahydroimidazo[2,1-b]quinazolin-9-yl)ethyl methanesulfonate